diisopropyl (2R,3R)-2,3-dihydroxybutanedioate O[C@@H](C(=O)OC(C)C)[C@H](C(=O)OC(C)C)O